C(N)(=O)[C@H](C[C@H]1C(NCC1)=O)NC([C@H](CC(C)C)NC(=O)C=1NC2=CC=CC(=C2C1)OC)=O (2S)-N-[(1S)-1-carbamoyl-2-[(3S)-2-oxopyrrolidin-3-yl]ethyl]-2-[(4-methoxy-1H-indol-2-yl)formamido]-4-methylpentanamide